tert-Butyl N-[(3R,4S)-1-[3-(4-chloro-2-methyl-2H-indazol-5-yl)-5-methyl-1-(oxan-2-yl)-1H-pyrazolo[3,4-b]pyrazin-6-yl]-3-fluoropiperidin-4-yl]carbamate ClC=1C2=CN(N=C2C=CC1C1=NN(C2=NC(=C(N=C21)C)N2C[C@H]([C@H](CC2)NC(OC(C)(C)C)=O)F)C2OCCCC2)C